BrC(C(C(C1=CC=C(C=C1)Cl)C1=C(C=CC(=C1)C(C)(C)C)SC1=C(C=C(C=C1)C(C)(C)C)C(C(C(=C)Br)(F)F)C1=CC=C(C=C1)Cl)(F)F)=C 3-bromo-1-(4-chlorophenyl)-2,2-difluorobut-3-en-1-yl-4-tert-butylphenyl sulfide